butyl (1-(3-(5-formylthiophen-2-yl)phenyl)ethyl)carbamate C(=O)C1=CC=C(S1)C=1C=C(C=CC1)C(C)NC(OCCCC)=O